Chloro-2-hydroxypropyl-N,N,N-trimethylammonium bromid [Br-].ClCC(C[N+](C)(C)C)O